FC(N1[C@@H](C[C@H](CC1)OCC)C1=CC=C(C(=O)O)C=C1)(C1=C2C=CNC2=C(C=C1OC)C)F 4-((2S,4S)-1-(difluoro(5-methoxy-7-methyl-1H-indol-4-yl)methyl)-4-ethoxypiperidin-2-yl)benzoic acid